C(C)OC(=O)[C@H]1[C@@H]2C3CCC3[C@H]([C@@H]1NC1=NC(=NN3C1=CC=C3COC)C3=NNC1=NC=C(C=C13)F)CC2 (1R,6S,7S,8S)-8-((2-(5-fluoro-1H-pyrazolo[3,4-b]pyridin-3-yl)-7-(methoxymethyl)pyrrolo[2,1-f][1,2,4]triazin-4-yl)amino)tricyclo[4.2.2.02,5]decane-7-carboxylic acid ethyl ester